5,6,7,4',5'-pentamethoxyflavone COC1=C2C(C=C(OC2=CC(=C1OC)OC)C1=CC=C(C(=C1)OC)OC)=O